methylene-bis(4,6-di-tert-butylphenyl-phosphoric acid) C(OP(OC1=CC=C(C=C1C(C)(C)C)C(C)(C)C)(O)=O)OP(OC1=CC=C(C=C1C(C)(C)C)C(C)(C)C)(O)=O